2,4-dichloro-5H,7H,8H-pyrano[4,3-d]PYRIMIDINE ClC=1N=C(C2=C(N1)CCOC2)Cl